CC=1C=C(C=C(C1)C)[B-](C1=CC(=CC(=C1)C)C)(C1=CC(=CC(=C1)C)C)C1=CC(=CC(=C1)C)C.C(CCCCCCCCCCCCCCCCC)[NH+](C)CCCCCCCCCCCCCCCCCC dioctadecyl-methylammonium tetrakis(3,5-dimethylphenyl)borate